2-(1-(p-tolyl)-1H-1,2,3-triazol-4-yl)pyridine C1(=CC=C(C=C1)N1N=NC(=C1)C1=NC=CC=C1)C